(2R,3S,4S,5R)-3-(3,4-difluoro-2-(2-methoxyethoxy)phenyl)-4,5-dimethyl-5-(trifluoromethyl)tetrahydrofuran-2-carboxylic acid methyl ester COC(=O)[C@@H]1O[C@]([C@H]([C@H]1C1=C(C(=C(C=C1)F)F)OCCOC)C)(C(F)(F)F)C